perfluoro-2,5-dimethyl-3,6-dioxanonanoic acid sodium [Na].FC(C(=O)O)(OC(C(OC(C(C(F)(F)F)(F)F)(F)F)(C(F)(F)F)F)(F)F)C(F)(F)F